COC(=O)C1CCC(CC1)C(C)(C)N (1s,4s)-4-(2-aminoprop-2-yl)cyclohexane-1-carboxylic acid methyl ester